N-(2,4-dimethylphenyl)-N-methylpyrrolidinium CC1=C(C=CC(=C1)C)[N+]1(CCCC1)C